1,5-Naphthalene diisocyanate C1=CC2=C(C=CC=C2N=C=O)C(=C1)N=C=O